(2-((2-hydroxyphenyl)amino)-6-(4-phenylpiperazine-1-carbonyl)pyridin-4-yl)carbamic acid tert-butyl ester C(C)(C)(C)OC(NC1=CC(=NC(=C1)C(=O)N1CCN(CC1)C1=CC=CC=C1)NC1=C(C=CC=C1)O)=O